F[C@@H]1CN(CC1)C1=NC(=NN1C)CCCC1=CC=CC=C1 (S)-5-(3-fluoropyrrolidin-1-yl)-1-methyl-3-(3-phenylpropyl)-1H-1,2,4-triazole